FC(C(=O)O)(F)F.ClC=1C=CC(=C(C1)C1=CC(=C(N=N1)N(CC1(C(OCC1)=O)C)C)C(=O)O)F 6-(5-chloro-2-fluorophenyl)-3-{methyl-[(3-methyl-2-oxooxolan-3-yl)methyl]amino}pyridazine-4-carboxylic acid trifluoroacetic acid salt